((9aR,10R,12R,12aR)-12-(4-aminopyrrolo[2,1-f][1,2,4]triazin-7-yl)-12-cyano-2,8-dioxooctahydro-2H,6H-furo[3,4-b][1,4,8]trioxacycloundecin-10-yl)methyl isopropyl carbonate C(OC[C@H]1O[C@@]([C@@H]2OC(CCOCCC(O[C@@H]21)=O)=O)(C#N)C2=CC=C1C(=NC=NN12)N)(OC(C)C)=O